FC(S(=O)(=O)OC1=CC(=NC(=C1)C1=C(C=C(C=C1)C#N)C1=NN=CN1C)N(CC)C(=O)OC(C)(C)C)(F)F 2-((tert-Butoxycarbonyl)(ethyl)amino)-6-(4-cyano-2-(4-methyl-4H-1,2,4-triazol-3-yl)phenyl)pyridin-4-yl trifluoromethanesulfonate